6-methyl-2-(4-(piperidin-1-yl)styryl)benzo[d]thiazole CC1=CC2=C(N=C(S2)C=CC2=CC=C(C=C2)N2CCCCC2)C=C1